C(C)(=O)OCC(=O)N(C=1C(=C(C(=C(C1I)C(=O)N(CC(COC(C)=O)OC(C)=O)CC(COC(C)=O)OC(C)=O)I)C(=O)N)I)C 5-[(acetoxyacetyl)methylamino]-N,N-bis(2,3-diacetoxypropyl)-2,4,6-triiodo-1,3-benzenedicarboxamide